C(CCCCCCCCCCCCC)NCCC1CCN(CC1)C(=O)OC(C)(C)C tert-Butyl 4-(2-(tetradecylamino)ethyl)piperidine-1-carboxylate